5-bromo-1H-pyrazolo[3,4-b]pyrazin-3-amine BrC=1N=C2C(=NC1)NN=C2N